S1C(=CC=C1)CN(S(=O)(=O)CCNCCC(=O)N(CC1=CC=C(C=C1)OC)CC1=CC=C(C=C1)OC)CC=1SC=CC1 3-({2-[bis(2-thienylmethyl)sulfamoyl]ethyl}amino)-N,N-bis(4-methoxybenzyl)propionamide